CC=1C=CC(N(C1)C1=CC=C(C=C1)C)=O 5-Methyl-1-p-tolyl-2(1H)pyridone